6-(Azetidin-1-yl)-4-fluoro-N-(2-{[1,1,1-trifluoropropan-2-yl]oxy}benzene-1-sulfonyl)-1-benzofuran-2-carboxamide N1(CCC1)C1=CC2=C(C=C(O2)C(=O)NS(=O)(=O)C2=C(C=CC=C2)OC(C(F)(F)F)C)C(=C1)F